C(C)(C)(C)OC(=O)C1=CC=C(CN2N=C3N([C@H](CCC3)C(=O)O)C2=O)C=C1 |r| (5RS)-2-[4-(tert-Butoxycarbonyl)benzyl]-3-oxo-2,3,5,6,7,8-hexahydro[1,2,4]triazolo[4,3-a]pyridine-5-carboxylic acid